N1=C(C=CC=C1)OB(O)O pyridin-2-yl-boric acid